methyl 4-(2,4,5-trifluorophenyl)-3-oxobutyrate FC1=C(C=C(C(=C1)F)F)CC(CC(=O)OC)=O